Cl.N[C@@H](CCC(=O)OC)C(=O)N methyl (S)-4,5-diamino-5-oxopentanoate hydrochloride